1,1,1,3,3,3-hexafluoro-2-isopropoxypropane FC(C(C(F)(F)F)OC(C)C)(F)F